BrC=1C=CC(=NC1)N1CCCC1 5-bromo-2-(pyrrolidin-1-yl)pyridine